BrC(C1=NC(=NC(=N1)C(Br)(Br)Br)C(Br)(Br)Br)(Br)Br 2,4,6-tris-(tribromomethyl)-1,3,5-triazine